FC1=CC=C(C=C1)N1C(NC2=NC=C(C=C21)C(=O)OC)=O methyl 1-(4-fluorophenyl)-2-oxo-2,3-dihydro-1H-imidazo[4,5-b]pyridine-6-carboxylate